C1CCC2=C(C=3CCCC3C=C12)NC(=O)O[C@@H](C(=O)OC(C)C)CN1N=CN=C1 Propan-2-yl (2R)-2-{[(1,2,3,5,6,7-hexahydro-s-indacen-4-yl)carbamoyl]oxy}-3-(1H-1,2,4-triazol-1-yl)propanoate